ClC1=C(C(=O)O)C=C(C=C1)C=1N=NN(C1)C=1N(N=C(C1C(F)(F)F)C(C(F)(F)F)(F)F)C 2-Chloro-5-[1-(2-methyl-5-pentafluoroethyl-4-trifluoromethyl-2H-pyrazol-3-yl)-1H-[1,2,3]triazol-4-yl]-benzoic acid